2-(β-D-glucopyranosyloxy)-3-{4-(2-hydroxyethyl)benzyl}-4,6-dimethylpyridine [C@@H]1([C@H](O)[C@@H](O)[C@H](O)[C@H](O1)CO)OC1=NC(=CC(=C1CC1=CC=C(C=C1)CCO)C)C